NC1=NC(=NC=2N(CC(NC12)=O)CC1=CC(=CC=C1)CN1CCCC1)OCCCC 4-amino-2-butoxy-8-[[3-[(pyrrolidin-1-yl)methyl]phenyl]methyl]-7,8-dihydropteridin-6(5H)-one